N[C@H](C(=O)NC1CC(CC1)NC(C1=CC=CC=C1)=O)CCCNC(=N)N |r| N-[3-[[rac-(2S)-2-amino-5-guanidino-pentanoyl]amino]cyclopentyl]benzamide